6-fluoro-7-(8-methyl-2,3-dihydro-1H-pyrido[2,3-b][1,4]oxazin-7-yl)-N~2~-[1-(1-methylpiperidin-4-yl)-1H-pyrazol-4-yl]quinazoline-2,5-diamine FC1=C(C=2C=NC(=NC2C=C1C1=C(C2=C(OCCN2)N=C1)C)NC=1C=NN(C1)C1CCN(CC1)C)N